COC(C)(C[C@H](CC)C=1C=C2C=C(N(C2=CC1)C1([C@H]2CS(C[C@@H]12)(=O)=O)C1=NOC(N1)=O)C(=O)O)OC 5-[(4S)-2,2-Dimethyloxyhex-4-yl]-1-[(1R,5S,6R)-3,3-dioxo-6-(5-oxo-4,5-dihydro-1,2,4-oxadiazol-3-yl)-3λ6-thiabicyclo[3.1.0]hex-6-yl]-1H-indole-2-carboxylic acid